N-(5-cyclopentyl-1H-pyrazol-3-yl)-4-fluoroisoquinolin-1-amine C1(CCCC1)C1=CC(=NN1)NC1=NC=C(C2=CC=CC=C12)F